tert-butyl 4-{(2E)-2-[2-(4-bromo-2-methoxyphenyl)hydrazinylidene]-2-cyanoacetyl}piperidine-1-carboxylate BrC1=CC(=C(C=C1)N\N=C(\C(=O)C1CCN(CC1)C(=O)OC(C)(C)C)/C#N)OC